tert-butyl-4-(6-(5-((2-chloro-4-fluorophenyl)sulfonamido)-6-methoxypyridin-3-yl)pyrido[3,2-d]pyrimidin-4-yl)piperazine C(C)(C)(C)N1CCN(CC1)C=1C2=C(N=CN1)C=CC(=N2)C=2C=NC(=C(C2)NS(=O)(=O)C2=C(C=C(C=C2)F)Cl)OC